C(C1=CC=CC=C1)(=O)[O-].[Na+] Sodium Benzoat